2,6-dimethyl-N-(1-phenylethyl)aniline CC1=C(NC(C)C2=CC=CC=C2)C(=CC=C1)C